2,2-difluoro-N-[(2R,3S)-1-[1-(1-methyl-6-oxo-3-pyridyl)indazol-5-yl]-2-(o-tolyl)-5-oxo-pyrrolidin-3-yl]propanamide FC(C(=O)N[C@@H]1[C@H](N(C(C1)=O)C=1C=C2C=NN(C2=CC1)C1=CN(C(C=C1)=O)C)C1=C(C=CC=C1)C)(C)F